FC1=CC2=C(N=C3N2C=CC(=C3)N3CC(C3)F)C=C1C=C 8-Fluoro-3-(3-fluoroazetidin-1-yl)-7-vinylbenzo[4,5]imidazo[1,2-a]pyridine